5-methyl-N-(3-(trifluoromethyl)phenyl)-4,5,6,7-tetrahydrothieno[2,3-c]pyridine-3-carboxamide hydrochloride Cl.CC1CC2=C(CN1)SC=C2C(=O)NC2=CC(=CC=C2)C(F)(F)F